sodium difluoromethanesulfonate borate B([O-])(O)O.FC(S(=O)(=O)O)F.[Na+]